C=C(C(=O)O)O[C@@H]1[C@H](O[C@H]([C@@H]1O)N2C=CC(=O)NC2=O)COP(=O)(O)O The molecule is a uridine 5'-phosphate that is UMP in which the hydroxy hydrogen at position 3 has been replaced by an enolpyruvyl group. It has a role as a bacterial metabolite. It is a pyrimidine ribonucleoside 5'-monophosphate and a uridine 5'-phosphate. It derives from a uridine.